FC(C(=O)O)(F)F.O=C1CC(N1)C(=O)O 4-oxoazetidine-2-carboxylic acid trifluoroacetate